6-{[2-(1-methylpyrazol-4-yl)-4-pyridyl]oxy}-3-(4-pyridylmethyl)quinazolin-4-one CN1N=CC(=C1)C1=NC=CC(=C1)OC=1C=C2C(N(C=NC2=CC1)CC1=CC=NC=C1)=O